boc-L-aspartic acid 4-tert-butyl ester C(C)(C)(C)OC(C[C@H](NC(=O)OC(C)(C)C)C(=O)O)=O